3-[3-Hydroxy-4-[3-(4-methoxy-3-phenylmethoxyphenyl)prop-2-enoyl]phenoxy]propane-1-sulfonic acid OC=1C=C(OCCCS(=O)(=O)O)C=CC1C(C=CC1=CC(=C(C=C1)OC)OCC1=CC=CC=C1)=O